CS(=O)(=O)C1=NN=NN1C1=CC=CC=C1 5-(methylsulfonyl)-1-phenyl-1H-tetrazole